1,3-diethyl-4-methyl-1-cyclobutene C(C)C1=CC(C1C)CC